dimethylsilanediyl-bis(2-methyl-cyclopentadienyl)zirconium dichloride [Cl-].[Cl-].C[Si](=[Zr+2](C1C(=CC=C1)C)C1C(=CC=C1)C)C